The molecule is a trialkyl phosphate that is the tris(2-chloroethyl) ester of phosphoric acid. It is a trialkyl phosphate and an organochlorine compound. C(CCl)OP(=O)(OCCCl)OCCCl